BrC=1C=CC(=C(C1)B1OC(C(O1)(C)C)(C)C)OC(F)(F)F 2-(5-Bromo-2-(trifluoromethoxy)phenyl)-4,4,5,5-tetramethyl-1,3,2-dioxaborolane